COC=1C(=C2C(=NC=NC2=CC1)N)N1[C@H]2CCN([C@H]2C1)C([2H])([2H])[2H] 6-methoxy-5-((1s,5s)-2-(methyl-d3)-2,6-diazabicyclo[3.2.0]hept-6-yl)quinazolin-4-amine